3-((7-chloro-1-methyl-6-((4-(methylamino)pyrazolo[1,5-a]pyrazin-3-yl)oxy)-1H-imidazo[4,5-b]pyridin-2-yl)amino)-1-methyl-5-(perfluoroethyl)pyridin-2(1H)-one ClC1=C2C(=NC=C1OC=1C=NN3C1C(=NC=C3)NC)N=C(N2C)NC=2C(N(C=C(C2)C(C(F)(F)F)(F)F)C)=O